(3S)-N-(2-((4-tert-butyl-3-fluorophenyl)amino)-2-oxo-1-(1-(2,2,2-trifluoroethyl)piperidin-4-yl)ethyl)-5-oxopyrrolidine-3-carboxamide C(C)(C)(C)C1=C(C=C(C=C1)NC(C(C1CCN(CC1)CC(F)(F)F)NC(=O)[C@@H]1CNC(C1)=O)=O)F